N1C=NC2=C1C=CC=C2C(=O)N2[C@@H](C=1N(CC2)C(=NN1)C1=NC(=NS1)C)C (R)-(1H-benzo[d]imidazol-4-yl)(8-methyl-3-(3-methyl-1,2,4-thiadiazol-5-yl)-5,6-dihydro-[1,2,4]triazolo[4,3-a]pyrazin-7(8H)-yl)methanone